2-methyl-α-[2-[[(propylsulfonyl)oxy]imino]-3(2H)-thienylidene]-Benzeneacetonitrile CC1=C(C=CC=C1)C(C#N)=C1C(SC=C1)=NOS(=O)(=O)CCC